N3-(3-(Pyrrolidin-1-yl)propyl)-9H-pyrido[3,4-b]indole-1,3-dicarboxamide N1(CCCC1)CCCNC(=O)C1=CC2=C(NC3=CC=CC=C23)C(=N1)C(=O)N